N-(2-(1-(5-(3-(2,4-dioxotetrahydropyrimidin-1(2H)-yl)-4-methoxybenzamido)pentyl)piperidin-4-yl)-6-methoxy-2H-indazol-5-yl)-6-(trifluoromethyl)pyridinecarboxamide O=C1N(CCC(N1)=O)C=1C=C(C(=O)NCCCCCN2CCC(CC2)N2N=C3C=C(C(=CC3=C2)NC(=O)C2=NC(=CC=C2)C(F)(F)F)OC)C=CC1OC